(2S,4R)-Benzyl 1-((S)-2-amino-3,3-dimethylbutanoyl)-4-hydroxypyrrolidine-2-carboxylate N[C@H](C(=O)N1[C@@H](C[C@H](C1)O)C(=O)OCC1=CC=CC=C1)C(C)(C)C